2-hexyldecanoic acid chloride C(CCCCC)C(C(=O)Cl)CCCCCCCC